1,3-dimethyl-imidazole methyl-phosphate COP(=O)(O)O.CN1CN(C=C1)C